FC1=C(C=C(C=C1C)C1=C(C=C(C=C1C)OC)C)[C@H](CC(=O)O)NC([C@H](CC(C)C)N1N=C(C(=CC1=O)C)CCN1CC(C1)F)=O (S)-3-(4-fluoro-4'-methoxy-2',5,6'-trimethyl-[1,1'-biphenyl]-3-yl)-3-((S)-2-(3-(2-(3-fluoroazetidin-1-yl)ethyl)-4-methyl-6-oxopyridazin-1(6H)-yl)-4-methylvalerylamino)propionic acid